5-chloro-1,3-difluoro-2-methylbenzene ClC=1C=C(C(=C(C1)F)C)F